5-[1-butyl-3-(3,3-dimethylmorpholine-4-carbonyl)-7-methoxy-4,5-dihydrobenzo[g]indazol-8-yl]pyridine-3-carboxamide C(CCC)N1N=C(C=2CCC3=C(C12)C=C(C(=C3)OC)C=3C=C(C=NC3)C(=O)N)C(=O)N3C(COCC3)(C)C